FC=1C=C(C(=C2C=C(NC12)S(=O)(=O)N(C)C12CC(C1)(C2)F)C2=NC=C(C=N2)F)C(F)(F)F 7-fluoro-N-(3-fluorobicyclo[1.1.1]pentan-1-yl)-4-(5-fluoropyrimidin-2-yl)-N-methyl-5-(trifluoromethyl)-1H-indole-2-sulfonamide